C(C1=CC=CC=C1)OC1=C(C(=CC(=C1)O)O)C(=O)N1CC2=C(C=CC=C2CC1)NC=1C(=NC=NC1)C (2-(Benzyloxy)-4,6-dihydroxyphenyl)(8-((4-methylpyrimidin-5-yl)amino)-3,4-dihydroisoquinolin-2(1H)-yl)methanone